(2S,4R)-N-((4-carbamimidoylthiophen-2-yl)methyl)-1-((4-phenoxybenzoyl)glycyl)-4-(thiazol-2-yl)pyrrolidine-2-carboxamide C(N)(=N)C=1C=C(SC1)CNC(=O)[C@H]1N(C[C@@H](C1)C=1SC=CN1)C(CNC(C1=CC=C(C=C1)OC1=CC=CC=C1)=O)=O